COC1=C(C=CC=C1)N1C(SC=C1)=N 3-(2-methoxyphenyl)thiazol-2(3H)-imine